N=1NN=C(C1)C=1C=C(C(=O)N)C=CC1 3-(2H-1,2,3-triazol-4-yl)benzamide